ClC1=C2C(=NC=C1C1=CC3=CC=CC=C3C=C1)NC=C2 4-chloro-5-(naphthalene-2-yl)-1H-pyrrolo[2,3-b]Pyridine